[O-]S(=O)(=O)C(F)(F)F.C(C)(C)(C)OC(=O)N1CCN(CC1)S(=O)(=O)N1C=[N+](C=C1)C 1-((4-(tert-butoxycarbonyl)piperazin-1-yl)sulfonyl)-3-methyl-1H-imidazol-3-ium triflate